NC1=CC(=C(C=N1)C#N)F 6-amino-4-fluoro-pyridine-3-carbonitrile